3-[2-(2-aminopyrimidin-5-yl)ethynyl]-4-(difluoromethoxy)-N-[(2S)-1-hydroxy-3-(4-methoxyphenyl)propane-2-yl]benzamide NC1=NC=C(C=N1)C#CC=1C=C(C(=O)N[C@H](CO)CC2=CC=C(C=C2)OC)C=CC1OC(F)F